7-(6-(3,3-difluoropiperidine-1-carbonyl)-1,1a,2,7b-tetrahydro-3H-cyclopropa[c][1,8]naphthyridin-3-yl)-2-methyl-[1,2,4]triazolo[4,3-a]pyridin-3(2H)-one FC1(CN(CCC1)C(=O)C1=CC=2C3C(CN(C2N=C1)C1=CC=2N(C=C1)C(N(N2)C)=O)C3)F